BrC1=C(C=C(C=C1)CN(C(=O)C=1C=NC(=CC1)C1CC1)C=1C(=NC=CC1)S(=O)(=O)C)[N+](=O)[O-] N-[(4-bromo-3-nitrophenyl)methyl]-6-cyclopropyl-N-(2-methanesulfonylpyridin-3-yl)pyridine-3-carboxamide